2-(2,5-dimethoxy-4-methylphenyl)cyclopropylamine COC1=C(C=C(C(=C1)C)OC)C1C(C1)N